3-(7-chloro-3-(4-(trifluoromethoxy)phenyl)-1H-pyrazolo[4,3-b]pyridin-1-yl)azetidine-1-carboxylic acid tert-butyl ester C(C)(C)(C)OC(=O)N1CC(C1)N1N=C(C2=NC=CC(=C21)Cl)C2=CC=C(C=C2)OC(F)(F)F